(R)-1-(3-(3-(2-aminooxazol-5-yl)-5-chlorophenyl)morpholino)prop-2-en-1-one NC=1OC(=CN1)C=1C=C(C=C(C1)Cl)[C@@H]1COCCN1C(C=C)=O